tert-butyl (2-((7-bromooxazolo[4,5-c]pyridin-2-yl)(2,4-dimethoxybenzyl)amino)ethyl)(methyl)carbamate BrC=1C2=C(C=NC1)N=C(O2)N(CCN(C(OC(C)(C)C)=O)C)CC2=C(C=C(C=C2)OC)OC